Zirconium Lactate Ammonium Salt [NH4+].C(C(O)C)(=O)[O-].[Zr]